cesium molybdenum oxide [Mo]=O.[Cs]